N-[(2E)-3-[(4-tert-butylphenyl)(imino)oxo-λ6-sulfanyl]prop-2-en-1-yl]-2-oxo-1,2,5,6,7,8-hexahydroquinoline-3-carboxamide C(C)(C)(C)C1=CC=C(C=C1)S(/C=C/CNC(=O)C=1C(NC=2CCCCC2C1)=O)(=O)=N